1-ethyl-1-(4-hydroxybutyl)pyrrolidine-1-ium ethyl-1-ethyl-4-hydroxy-5-oxo-2,5-dihydro-1H-pyrrole-3-carboxylate C(C)OC(=O)C=1CN(C(C1O)=O)CC.C(C)[N+]1(CCCC1)CCCCO